Cyclopropylmethyl N-{(1S)-1-cyclohexyl-2-oxo-2-[(2-oxospiro[1H-indole-3,4'-oxane]-6-yl)amino]ethyl}carbamate C1(CCCCC1)[C@@H](C(NC1=CC=C2C(=C1)NC(C21CCOCC1)=O)=O)NC(OCC1CC1)=O